(2R,3S,4S,5R,6S)-2-(hydroxymethyl)-6-(4-(4-methoxybenzyl)phenoxy)tetrahydro-2H-pyran-3,4,5-triol OC[C@H]1O[C@H]([C@@H]([C@H]([C@@H]1O)O)O)OC1=CC=C(C=C1)CC1=CC=C(C=C1)OC